FC1=C(C=CC=C1)C(C)OC1=CC=C(C=N1)CC1=NOC(=C1)C=1C(=NC=CC1)N 3-(3-((6-(1-(2-fluorophenyl)ethoxy)pyridin-3-yl)methyl)isoxazol-5-yl)pyridin-2-amine